C(#N)C[C@@H]1N(CCN(C1)C=1C2=C(N=C(N1)OC[C@H]1N(CCC1)C)CN(CC2)C2=CC(=CC1=CC=CC=C21)OCOC)C(=O)OC(C)(C)C tert-Butyl (2S)-2-(cyanomethyl)-4-[7-[3-(methoxymethoxy)-1-naphthyl]-2-[[(2S)-1-methylpyrrolidin-2-yl]methoxy]-6,8-dihydro-5H-pyrido[3,4-d]pyrimidin-4-yl]piperazine-1-carboxylate